2-[6-(acridin-9-ylamino)-hexyl]-isoindole-1,3-dione C1=CC=CC2=NC3=CC=CC=C3C(=C12)NCCCCCCN1C(C2=CC=CC=C2C1=O)=O